bisphenoxyethyl alcohol diacrylate C(C=C)(=O)O.C(C=C)(=O)O.O(C1=CC=CC=C1)C(CO)OC1=CC=CC=C1